ClC=1N=CC(=NC1)C=1C(=NOC1C)C 4-(5-chloropyrazin-2-yl)-3,5-dimethylisoxazole